C(C)(C)(C)OC(=O)NCCCO[C@@H]1CN(CC1)C1=NC2=C(C3=CN=CC=C13)C=CC(=C2)C(=O)O (S)-5-(3-(3-((tert-butoxycarbonyl)amino)propoxy)pyrrolidin-1-yl)benzo[c][2,6]naphthyridine-8-carboxylic acid